C1(CC1)C1=C(C(=C(C=C1)N1N=C2CCNCC3C2=C1CCN3C(=O)OC(C)(C)C)O)F tert-butyl 2-(4-cyclopropyl-3-fluoro-2-hydroxyphenyl)-2,3,4,5a,6,7,8,9-octahydro-5H-1,2,5,7-tetraazabenzo[cd]azulene-5-carboxylate